FC(OC1=C(C=C(C=C1)[C@@H]1C[C@@H](N(C1)C(C)=O)CO)OCC(C)C)F 1-((2R,4S)-4-(4-(difluoromethoxy)-3-isobutoxyphenyl)-2-(hydroxymethyl)pyrrolidin-1-yl)ethan-1-one